3-(4-(trifluoromethyl)phenyl)(5-(1,2,4-oxadiazolyl)(3-pyridinyl))piperazine FC(C1=CC=C(C=C1)C1CN(CCN1)C=1C=NC=C(C1)C1=NOC=N1)(F)F